(2S,3S,4R)-2-Amino-1-(α-D-galactopyranosyloxy)-3-hydroxy-octadecan-4-yl icosanoate C(CCCCCCCCCCCCCCCCCCC)(=O)O[C@@H]([C@H]([C@H](CO[C@@H]1[C@H](O)[C@@H](O)[C@@H](O)[C@H](O1)CO)N)O)CCCCCCCCCCCCCC